N-(3-ethoxy-1-methyl-1H-pyrazol-4-yl)-5-fluoro-4-(7-nitro-1H-indol-3-yl)pyrimidin-2-amine C(C)OC1=NN(C=C1NC1=NC=C(C(=N1)C1=CNC2=C(C=CC=C12)[N+](=O)[O-])F)C